C(C)(C)(C)OC(=O)N1CCN(CC1)C1=CN=C(S1)Br.BrC=1SC(=CN1)N1CCN(CC1)C(=O)OC(C)(C)C tert-butyl 4-(2-bromothiazol-5-yl)piperazine-1-carboxylate tert-Butyl-4-(2-bromothiazol-5-yl)piperazine-1-carboxylate